6-phenyl-2-(2-((7-(piperazin-1-yl)quinolin-4-yl)oxy)ethyl)pyridazin-3(2H)-one C1(=CC=CC=C1)C=1C=CC(N(N1)CCOC1=CC=NC2=CC(=CC=C12)N1CCNCC1)=O